1-methyl-7-oxo-6-((1-(N-phenylsulfamoyl)cyclopropyl)methyl)-4,5,6,7-tetrahydro-1H-pyrazolo[3,4-c]pyridine-3-carboxamide CN1N=C(C2=C1C(N(CC2)CC2(CC2)S(NC2=CC=CC=C2)(=O)=O)=O)C(=O)N